Cl.FC=1C=C(C=CC1)C(N)=N 3-fluorobenzene-1-carboximidamide hydrogen chloride